ON\C=N\C1=NC=C(C(=C1)C)[N+](=O)[O-] (E)-N-hydroxy-N'-(4-methyl-5-nitropyridin-2-yl)formimidamide